15-methyl-heptacosane CC(CCCCCCCCCCCCCC)CCCCCCCCCCCC